FC(N1N=C(C=C1)C=1C=CC=2N(C1)N=NC2C(=O)NC=2C(=NC=C(C2)NC(CN2[C@H](CCC2)C)=O)C)F 6-[1-(difluoromethyl)pyrazol-3-yl]-N-[2-methyl-5-[[2-[(2S)-2-methylpyrrolidin-1-yl]acetyl]amino]-3-pyridyl]triazolo[1,5-a]pyridine-3-carboxamide